ClC1=C(C2=C(OCCN2C)C=C1OC)F 6-Chloro-5-fluoro-7-methoxy-4-methyl-3,4-dihydro-2H-benzo[b][1,4]oxazine